[Cl-].OCC[N+](C)(C)CCO bis(2-hydroxyethyl)dimethylammonium chloride